(S)-2-isopropyl-4-(6-(3-(methoxymethoxy)-5-(2H-1,2,3-triazol-2-yl)pyridin-2-yl)-1,2,4-triazin-3-yl)piperazine-1-carboxylic acid tert-butyl ester C(C)(C)(C)OC(=O)N1[C@H](CN(CC1)C=1N=NC(=CN1)C1=NC=C(C=C1OCOC)N1N=CC=N1)C(C)C